4-(3-Amino-5-(2-aminopyridin-4-yl)-1H-indazol-7-yl)benzamide NC1=NNC2=C(C=C(C=C12)C1=CC(=NC=C1)N)C1=CC=C(C(=O)N)C=C1